(S)-(4-(difluoromethyl)-2-(1-methyl-1H-imidazol-5-yl)oxazol-5-yl)(4-(4-fluoropyrazolo[1,5-a]pyridin-2-yl)-6,7-dihydro-1H-imidazo[4,5-c]pyridin-5(4H)-yl)methanone FC(C=1N=C(OC1C(=O)N1[C@@H](C2=C(CC1)NC=N2)C2=NN1C(C(=CC=C1)F)=C2)C2=CN=CN2C)F